N1(C(C=CC=C1)=O)C1=NC=CC(=C1)N1C(C=CC=C1)=O [1,2':4',1''-terpyridine]-2,2''-dione